(5-(2-(4-fluorophenyl)butyrylamino)-4-(methoxycarbonyl)-3-methylthiophene-2-carbonyl)-D-valine FC1=CC=C(C=C1)C(C(=O)NC1=C(C(=C(S1)C(=O)N[C@H](C(C)C)C(=O)O)C)C(=O)OC)CC